C1(=CC=CC=C1)N1C2=CC(=CC=C2C=2C=C3C(=CC12)C=CC=C3)N 5-phenyl-5H-benzo[b]carbazole-3-amine